F[C@@H]1CN(CC[C@@H]1NC1=NN2C(C=N1)=CN=C2CC(C)C)C(=O)OC(C)(C)C tert-butyl (3R,4S)-3-fluoro-4-{[7-(2-methylpropyl)imidazo[4,3-f][1,2,4]triazin-2-yl]amino}piperidine-1-carboxylate